FC1(CC=C(CC1)C=1C=CC=C2C=C(C=NC12)C(=O)NCCCNS(=O)(=O)C)F 8-(4,4-difluorocyclohex-1-en-1-yl)-N-(3-(methylsulfonylamino)propyl)quinoline-3-carboxamide